6-bromo-8-chloro-N-[1-(3-pyrimidin-2-ylpyrazin-2-yl)ethyl]quinazolin-4-amine BrC=1C=C2C(=NC=NC2=C(C1)Cl)NC(C)C1=NC=CN=C1C1=NC=CC=N1